O[C@H]1C[C@@H](N(C1)C)COC1=CC=C(NC=2C(=NC(=C(N2)C)C2=CC=CC=3N(C=NC32)C)C(=O)N)C=C1 3-[4-[[(2r,4s)-4-hydroxy-1-methyl-pyrrolidin-2-yl]methoxy]anilino]-5-methyl-6-(1-methylbenzimidazol-4-yl)pyrazine-2-carboxamide